COC=1C=C(C=CC1OC)C12CCN(C2CC2(OCCO2)CC1)C 3a-(3,4-dimethoxyphenyl)-1-methyloctahydrospiro[indole-6,2'-[1,3]dioxolane]